NC1=NC=CC=C1C1=NC=2C(=NC(=CC2)C2=C(C=CC=C2)C)N1C1=CC=C(CN2CCC(CC2)NC2=NC(=NC=C2)C#N)C=C1 4-((1-(4-(2-(2-Aminopyridin-3-yl)-5-(o-tolyl)-3H-imidazo[4,5-b]pyridin-3-yl)benzyl)piperidin-4-yl)amino)pyrimidine-2-carbonitrile